6-chloro-N-[5-(2,2-difluoroethyl)-4-methoxy-pyrimidin-2-yl]-7-(difluoromethoxy)-1H-indole-3-sulfonamide ClC1=CC=C2C(=CNC2=C1OC(F)F)S(=O)(=O)NC1=NC=C(C(=N1)OC)CC(F)F